FC1=CC=2N(C=C1)C(=CN2)C2=C1CNC(C1=C(C=C2)NC2=NC(=C(C=C2)[C@@H]2COCC2)N2CCN(CC2)C)=O (R)-4-(7-fluoroimidazo[1,2-a]pyridin-3-yl)-7-((6-(4-methylpiperazin-1-yl)-5-(tetrahydrofuran-3-yl)pyridin-2-yl)amino)isoindolin-1-one